7-(2-methyl-3-(4,4,5,5-tetramethyl-1,3,2-dioxaborolan-2-yl)phenoxy)heptan-1-ol CC1=C(OCCCCCCCO)C=CC=C1B1OC(C(O1)(C)C)(C)C